3,9-di(methyl)allyl-2,4,8,10-tetraoxaspiro[5.5]undecane CC=CCC1OCOCC12COC(OC2)C